CN(C)C=NC(=O)C1=CC(=C2C=NN(C2=C1)C1OCCCC1)NC(OC(C)(C)C)=O tert-butyl (6-(((dimethylamino)methylene)carbamoyl)-1-(tetrahydro-2H-pyran-2-yl)-1H-indazol-4-yl)carbamate